5-isopropyl-1,3,4-oxadiazole C(C)(C)C1=NN=CO1